(2S,3R,5S)-5-(5-iodo-2,4-dioxo-3,4-dihydropyrimidin-1(2H)-yl)-2-(((4-methylbenzoyl)oxy)methyl)tetrahydrofuran-3-yl 4-methylbenzoate CC1=CC=C(C(=O)O[C@H]2[C@@H](O[C@@H](C2)N2C(NC(C(=C2)I)=O)=O)COC(C2=CC=C(C=C2)C)=O)C=C1